(5RS)-2-[3-Fluoro-4-(trifluoromethoxy)benzyl]-5-(pyrrolidin-1-ylcarbonyl)-5,6,7,8-tetrahydro[1,2,4]triazolo[4,3-a]pyridin-3(2H)-one FC=1C=C(CN2N=C3N([C@H](CCC3)C(=O)N3CCCC3)C2=O)C=CC1OC(F)(F)F |r|